CC1(OCC(N=C1N)C)C(F)(F)F 2,5-dimethyl-2-(trifluoromethyl)-5,6-dihydro-2H-1,4-oxazin-3-amine